ON1C(=C(C(C2=CC(=CC=C12)O)=O)CC1=CC=C(C=C1)OC(F)(F)F)C 1,6-dihydroxy-2-methyl-3-(4-trifluoromethoxybenzyl)-4(1H)-quinolinone